7-bromo-N-((S)-1-(((S)-1-cyano-2-((S)-2-oxopiperidin-3-yl)ethyl)amino)-3-cyclopropyl-1-oxopropan-2-yl)-5-fluoro-1H-indole-2-carboxamide BrC=1C=C(C=C2C=C(NC12)C(=O)N[C@H](C(=O)N[C@@H](C[C@H]1C(NCCC1)=O)C#N)CC1CC1)F